NCCOC1=CC2=CC=CC=C2C=C1 2-(2-aminoethoxy)naphthalene